NCCOC=1C=C(C=CC1)C[C@H](C(=O)OC(C)(C)C)[C@H]1CN(CC1)C(=O)OC(C)(C)C tert-butyl (S)-3-((S)-3-(3-(2-aminoethoxy)phenyl)-1-(tert-butoxy)-1-oxopropane-2-yl)pyrrolidine-1-carboxylate